C(C)(C)(C)OC(=O)[C@H]1N(CC[C@@H]1O)C1=NC2=C(C(=CC=C2C(=C1)N1C=NC=C1)Cl)Cl (2S,3S)-1-(7,8-dichloro-4-(1H-imidazol-1-yl)quinolin-2-yl)-3-hydroxypyrrolidine-2-carboxylic acid tert-butyl ester